3-((4,4-bis(octyloxy)butanoyl)oxy)-2-(((3-(diethylamino)propoxy)carbonyl)oxy)propyl (9Z,12Z)-octadeca-9,12-dienoate C(CCCCCCC\C=C/C\C=C/CCCCC)(=O)OCC(COC(CCC(OCCCCCCCC)OCCCCCCCC)=O)OC(=O)OCCCN(CC)CC